3-(3-bromo-4-chloro-phenyl)sulfanyl-5-(3,5-dichlorophenyl)-5-(trifluoro-methyl)-4H-isoxazole BrC=1C=C(C=CC1Cl)SC1=NOC(C1)(C(F)(F)F)C1=CC(=CC(=C1)Cl)Cl